CC1=C(C(=CC(=C1)C(F)(F)F)C)N1N=C(C(=C(C1=O)N1N=CC(=C1)F)O)CC 2-[2,6-dimethyl-4-(trifluoromethyl)phenyl]-6-ethyl-4-(4-fluoro-1H-pyrazol-1-yl)-5-hydroxypyridazin-3(2H)-one